3-(4-fluoro-3-(trifluoromethyl)phenyl)-1-methyl-1-(2-(1-methyl-1H-imidazo[1,2-b]pyrazole-7-carbonyl)-2-azaspiro[3.3]heptan-6-yl)urea FC1=C(C=C(C=C1)NC(N(C1CC2(CN(C2)C(=O)C2=C3N(N=C2)C=CN3C)C1)C)=O)C(F)(F)F